N-(benzoyloxy)-7-morpholino-2-(pyridin-4-yl)pyrazolo[1,5-a]pyrimidine-5-carboximidamide C(C1=CC=CC=C1)(=O)ONC(=N)C1=NC=2N(C(=C1)N1CCOCC1)N=C(C2)C2=CC=NC=C2